(S)-2-((6-chloropyrimidin-4-yl)amino)-4-((3-fluoropropyl)(4-(5,6,7,8-tetrahydro-1,8-naphthyridin-2-yl)butyl)amino)butanoic acid ClC1=CC(=NC=N1)N[C@H](C(=O)O)CCN(CCCCC1=NC=2NCCCC2C=C1)CCCF